C(C)OC(C=C1CC(CCC1)C1=C(N(C2=CC=C(C=C12)OCC1=CC=CC=C1)C1=CC(=C(C=C1)F)C)C1CCOCC1)=O Ethyl-2-[3-[5-benzyloxy-1-(4-fluoro-3-methyl-phenyl)-2-tetrahydropyran-4-yl-indol-3-yl]cyclohexylidene]acetate